(R)-2-methoxy-N-methyl-5,8-dihydro-6H-pyrano[3,4-b]pyridin-5-amine COC1=CC=C2C(=N1)COC[C@@H]2NC